((4-((tert-butyldimethylsilyl)oxy)butyl)azanediyl)bis(5,5-dimethylhexane-6,1-diyl) bis(2-(cyclobutylmethyl)decanoate) C1(CCC1)CC(C(=O)OCCCCC(CN(CC(CCCCOC(C(CCCCCCCC)CC1CCC1)=O)(C)C)CCCCO[Si](C)(C)C(C)(C)C)(C)C)CCCCCCCC